S(=O)(=O)(C1=CC=C(C)C=C1)OC(CNC(=O)C=1C=C(C(=O)O)C=C(C1)NC(COC)=O)COS(=O)(=O)C1=CC=C(C)C=C1 3-{[2,3-bis(tosyloxy)propyl]carbamoyl}-5-(2-methoxyacetamido)benzoic acid